C(C)(C)(C)OC(=O)N1CC(C1)(C)[C@@](C1=CC=C(C=C1)C1(CC1)C(F)(F)F)(O)C=1C=NC=C(C1)C#N 3-{(R)-(5-Cyano-pyridin-3-yl)-hydroxy-[4-(1-trifluoromethyl-cyclopropyl)-phenyl]-methyl}-3-methyl-azetidine-1-carboxylic acid tert-butyl ester